F[P-](F)(F)(F)(F)F.N1(N=NC2=C1C=CC=C2)O[P+](N2CCCC2)(N2CCCC2)N2CCCC2 benzotriazol-1-yloxy-tripyrrolidinyl-phosphorus hexafluorophosphate